C(CCCCCCCC(=O)[O-])(=O)OC(CCCCCCCC)CCCCCCCC 1-(heptadec-9-yl) azelate